NC=1C=CC(=C2CN(C(C12)=O)CC(C(=O)N)=C)C=1C=C2C(=NNC2=CC1)C1=CC(=CC=C1)CN1CCOCC1 2-{[7-amino-4-(3-{3-[(morpholin-4-yl)methyl]phenyl}-1H-indazol-5-yl)-1-oxo-2,3-dihydro-1H-isoindol-2-yl]methyl}prop-2-enamide